2-methoxy-1-((2-pentylcyclopentylidene)ethoxy)-4-propylbenzene COC1=C(C=CC(=C1)CCC)OCC=C1C(CCC1)CCCCC